C1(=CC=CC=C1)[C@@H](C)NC(=O)C1=CC=C(C=C1)B(O)O (R)-(4-((1-phenylethyl)carbamoyl)phenyl)-boronic acid